2,4,6-tris(N-methyl-4-cyanoanilino)-1,3,5-triazine CN(C1=CC=C(C=C1)C#N)C1=NC(=NC(=N1)N(C1=CC=C(C=C1)C#N)C)N(C1=CC=C(C=C1)C#N)C